C(CCCCCCC\C=C/CCCCCCCC)(=O)O.[Yb] Ytterbium oleic acid